O(C1=CC=CC=C1)C=1C=C2C=CC=NC2=CC1 6-Phenoxyquinoline